5-((dimethyl(octyl)silyl)methyl)benzo[c][1,2,5]thiadiazole C[Si](CCCCCCCC)(C)CC1=CC=2C(=NSN2)C=C1